CN1N=CC(=C1)C1=CC2=C(O[C@H](CN2)[C@H](C2=CC=C(C=C2)C)NCCC2=CC=C(C#N)C=C2)N=C1 |o1:14| 4-(2-(((S or R)-((R)-7-(1-methyl-1H-pyrazol-4-yl)-2,3-dihydro-1H-pyrido[2,3-b][1,4]oxazin-3-yl)(p-tolyl)methyl)amino)ethyl)benzonitrile